O[C@@H](COC=1C=CC2=C(OC3=C2C(C2=CC=C(C=C2C3(C)C)OC[C@H]([C@@H](CO)O)O)=O)C1)CO 3-((R)-2,3-Dihydroxy-propoxy)-6,6-dimethyl-8-((2R,3R)-2,3,4-trihydroxy-butoxy)-6H-benzo[b]naphtho[2,3-d]furan-11-one